(2R,3aS,6S,6aR)-6-((2-amino-3-fluoroquinolin-7-yl)methyl)-2-(4-amino-5-fluoro-7H-pyrrolo[2,3-d]pyrimidin-7-yl)hexahydro-3aH-cyclopenta[b]furan-3,3a-diol NC1=NC2=CC(=CC=C2C=C1F)C[C@@H]1CC[C@]2([C@@H]1O[C@H](C2O)N2C=C(C1=C2N=CN=C1N)F)O